ClC(C(=O)[O-])(F)F 2-chloro-2,2-difluoroacetate